N-(tert-butyl)-5-isobutyl-3-(6-methyl-4,8-dioxo-1,3,6,2-dioxazaborocan-2-yl)thiophene-2-sulfonamide C(C)(C)(C)NS(=O)(=O)C=1SC(=CC1B1OC(CN(CC(O1)=O)C)=O)CC(C)C